C1(CC1)S(=O)(=O)NC1=CC(=NC=C1)[C@](C(=O)NC1=NC=C(C=C1)C1=NC(=CN=C1)OCC)(CC)F (S)-2-(4-(cyclopropanesulphonylamino)pyridin-2-yl)-N-(5-(6-ethoxypyrazin-2-yl)pyridin-2-yl)-2-fluorobutyramide